di(2-methoxyethyl) phthalate C(C=1C(C(=O)OCCOC)=CC=CC1)(=O)OCCOC